N-{4-[2-(2-chloro-6-fluorophenyl)acetylamino]pyridin-2-yl}-N-(3-cyano-5-methylphenyl)acetamide ClC1=C(C(=CC=C1)F)CC(=O)NC1=CC(=NC=C1)N(C(C)=O)C1=CC(=CC(=C1)C)C#N